N,N-dimethyl-1-adamantanamine chloride [Cl-].CN(C12CC3CC(CC(C1)C3)C2)C